methyl 3-(2-chlorophenyl)-2-cyclopropyl-7-fluoro-4-oxo-2,3-dihydro-1H-quinoline-5-carboxylate ClC1=C(C=CC=C1)C1C(NC=2C=C(C=C(C2C1=O)C(=O)OC)F)C1CC1